2-((1R,2S)-1-(2-chlorophenyl)-1-(4-methyl-1H-imidazol-1-yl)propan-2-yl)-5-hydroxy-N-(isoxazol-4-yl)-1-methyl-6-oxo-1,6-dihydropyrimidine-4-carboxamide ClC1=C(C=CC=C1)[C@@H]([C@H](C)C=1N(C(C(=C(N1)C(=O)NC=1C=NOC1)O)=O)C)N1C=NC(=C1)C